mercaptobenzisothiazolin SC1=NSC2=C1C=CC=C2